COC1=CC2=C(OCCN2C)C=C1\N=N\C1=CC=C(C=C1)[N+](=O)[O-] (E)-6-methoxy-4-methyl-7-((4-nitrophenyl)diazenyl)-3,4-dihydro-2H-benzo[b][1,4]Oxazine